5-[3-(4-methylpyridin-3-yl)-1,2,4-oxadiazol-5-yl]-1-(propan-2-yl)-1H-1,2,3-benzotriazole CC1=C(C=NC=C1)C1=NOC(=N1)C1=CC2=C(N(N=N2)C(C)C)C=C1